tert-butyl 3-methyl-6-(3'H-spiro[cyclopropane-1,1'-isobenzofuran]-5'-yl)-3,4-dihydropyridine-1(2H)-carboxylate CC1CN(C(=CC1)C=1C=C2COC3(C2=CC1)CC3)C(=O)OC(C)(C)C